2-amino-N,N-dimethyl-acetamide NCC(=O)N(C)C